5-mercapto-1,2,3-triazole monosodium [Na].SC1=CN=NN1